OCCN1CCN(C2CC12)C(=O)OCCCC butyl 5-(2-hydroxyethyl)-2,5-diazabicyclo[4.1.0]heptane-2-carboxylate